(2R)-2-[[(4Z)-4-(1,3-benzothiazol-6-ylmethylene)-5-oxo-1H-imidazol-2-yl]amino]-4-methyl-pentanoic acid methyl ester COC([C@@H](CC(C)C)NC=1NC(/C(/N1)=C/C1=CC2=C(N=CS2)C=C1)=O)=O